2-Fluoro-5-(5-(8-(methylsulfonyl)-5,8-diazaspiro[3.5]nonan-5-yl)-1H-indazol-1-yl)-3-(trifluoromethyl)phenol FC1=C(C=C(C=C1C(F)(F)F)N1N=CC2=CC(=CC=C12)N1C2(CCC2)CN(CC1)S(=O)(=O)C)O